NC=1C(=C2CCN(CC2=CC1)C(=O)OC(C)(C)C)Br tert-Butyl 6-amino-5-bromo-3,4-dihydroisoquinoline-2(1H)-carboxylate